9-(hydroxymethyl)-9H-fluorene-2-carboxylic acid OCC1C2=CC=CC=C2C=2C=CC(=CC12)C(=O)O